5-isopropyl-1-(3-(2-propoxymethyl)morpholinyl)propane C(C)(C)C1COCC(N1CCC)COC(C)C